FC(C(CC(=O)C1=CC=C(C=C1)C)=O)(F)F 4,4,4-trifluoro-1-(4-tolyl)-1,3-butanedione